ketocholestane O=CC(C)CCC[C@@H](C)[C@H]1CC[C@H]2[C@@H]3CCC4CCCC[C@]4(C)[C@H]3CC[C@]12C